3-(5-{[(4-Carbamimidoylphenyl)methyl]sulfanyl}-4-methoxy-1-(1,3-thiazol-4-carbonyl)-1H-pyrazol-3-yl)-N,N-dimethyl-2-(trifluoromethyl)azetidin-1-carboxamid C(N)(=N)C1=CC=C(C=C1)CSC1=C(C(=NN1C(=O)C=1N=CSC1)C1C(N(C1)C(=O)N(C)C)C(F)(F)F)OC